OC=1C=C(C=CC1[N+](=O)[O-])N1CCC(CC1)N1CCC(CC1)C(=O)OC(C)(C)C tert-butyl 1'-(3-hydroxy-4-nitrophenyl)-[1,4'-bipiperidine]-4-carboxylate